C(C=C)OC1C(CCCCC)O1 7-epoxyheptyl allyl ether